C1(=C(C=CC=C1)C#CC(=O)OC1=CC=CC(=N1)N1C(CCC1)C(=O)OC)C methyl 1-(6-((3-(o-tolyl)propioloyl)oxy)pyridin-2-yl)pyrrolidine-2-carboxylate